1-(4-bromo-2,6-difluorophenyl)-N-methylethan-1-amine hydrochloride Cl.BrC1=CC(=C(C(=C1)F)C(C)NC)F